OCC(CNC(=O)N1CC(OCC1)C=1C=NC=CC1)CC1=CC=C(C=C1)C(F)(F)F N-[2-(hydroxymethyl)-3-[4-(trifluoromethyl)phenyl]propyl]-2-(3-pyridyl)morpholine-4-carboxamide